BrC1=CC=C2N1C1=CC=C(C=C1NC2=O)C(=O)O 1-bromo-4-oxo-4,5-dihydropyrrolo[1,2-a]quinoxaline-7-carboxylic acid